CN1N=CC(=C1O)C(=O)C1=C(C=C(C=C1)S(=O)(=O)C)[N+](=O)[O-] (1-methyl-5-hydroxypyrazol-4-yl)-(4-methanesulfonyl-2-nitrophenyl)methanone